FC1=CC=C(C=C1)[C@@H](C)N R-1-(4-fluorophenyl)ethylamine